4-[4-(1,3-Benzothiazol-2-yl)piperidin-1-yl]-1-methyl-2-oxo-1,2-dihydroquinoline-3-carboxylic acid S1C(=NC2=C1C=CC=C2)C2CCN(CC2)C2=C(C(N(C1=CC=CC=C21)C)=O)C(=O)O